(3R)-1-(2-(5-cyanopyridin-2-yloxy)-4-(4-fluorophenyl)cyclopentyl)piperidin-3-ylcarbamic acid tert-butyl ester C(C)(C)(C)OC(N[C@H]1CN(CCC1)C1C(CC(C1)C1=CC=C(C=C1)F)OC1=NC=C(C=C1)C#N)=O